COC1=CC=C(C=C1)CN(S(=O)(=O)C1=C(C=C(C=C1)CC=1C(=NN(C1CC1CC1)C=1SC=C(N1)C(=O)OCC)C1=CC=C(C=C1)F)Cl)CC1=CC=C(C=C1)OC ethyl 2-[4-[(4-[bis[(4-methoxyphenyl) methyl] sulfamoyl]-3-chlorophenyl) methyl]-5-(cyclopropylmethyl)-3-(4-fluorophenyl) pyrazol-1-yl]-1,3-thiazole-4-carboxylate